C(C)(C)N1CC2=C(CCC1)NN=C2C(=O)N2CCC(CC2)C2=C(C=CC=C2)C(F)(F)F (5-isopropyl-1,4,5,6,7,8-hexahydropyrazolo[4,3-c]azepin-3-yl)(4-(2-(trifluoromethyl)phenyl)piperidin-1-yl)methanone